1-(1-Acetylpiperidin-4-yl)-3-(4-(5-(difluoromethyl)-1,3,4-oxadiazol-2-yl)benzyl)-5,6-difluoro-1,3-dihydro-2H-benzo[d]imidazol-2-one C(C)(=O)N1CCC(CC1)N1C(N(C2=C1C=C(C(=C2)F)F)CC2=CC=C(C=C2)C=2OC(=NN2)C(F)F)=O